CN1N=C(C2=CC=CC=C12)[Sn](C)(C)C 1-methyl-3-(trimethylstannyl)-1H-indazole